FC1C2(CN(C2)C/C=C/C(=O)OC)CCN(C1)CCC1=NC=2NCCCC2C=C1 methyl (E)-4-(5-fluoro-7-(2-(5,6,7,8-tetrahydro-1,8-naphthyridin-2-yl)ethyl)-2,7-diazaspiro[3.5]nonane-2-yl)but-2-enoate